1,4-diaminoanthracene NC1=CC=C(C2=CC3=CC=CC=C3C=C12)N